COC=1C=C(C(=O)NS(=O)(=O)C)C=CC1[N+](=O)[O-] 3-methoxy-N-(methylsulfonyl)-4-nitrobenzamide